2-(2-methyl-1-oxobutyl)-4-(4-methyl-1-oxopent-3-enyl)-5-prenylcyclopent-2-en-1-one CC(C(=O)C=1C(C(C(C1)C(CC=C(C)C)=O)CC=C(C)C)=O)CC